C(CC)(=O)OC(CN1CCC(CC1)NC1=C2C=C(N(C2=CC=C1)CC(F)(F)F)C#CCNC1=C(C=C(C=C1)S(N)(=O)=O)OC)C [2-[4-[[2-[3-(2-methoxy-4-sulfamoyl-anilino)prop-1-ynyl]-1-(2,2,2-trifluoroethyl)indol-4-yl]amino]-1-piperidyl]-1-methyl-ethyl] propanoate